(R)-1-((2-(2-methoxy-7-methylquinoxalin-5-yl)-7-methylthiazolo[5,4-b]pyridin-5-yl)oxy)propan-2-yl (2-methoxypyrimidin-5-yl)carbamate COC1=NC=C(C=N1)NC(O[C@@H](COC1=CC(=C2C(=N1)SC(=N2)C2=C1N=CC(=NC1=CC(=C2)C)OC)C)C)=O